2-(4-((2-acrylamidothiazol-5-yl)methyl)piperazin-1-yl)-N-(4-methylpyridin-2-yl)acrylamide C(C=C)(=O)NC=1SC(=CN1)CN1CCN(CC1)C(C(=O)NC1=NC=CC(=C1)C)=C